1'-((8-fluoro-4-oxo-4,5-dihydropyrazolo[1,5-a]quinoxalin-7-yl)methyl)-N-methyl-1',2',3',6'-tetrahydro-[3,4'-bipyridine]-6-carboxamide FC1=C(C=C2NC(C=3N(C2=C1)N=CC3)=O)CN3CCC(=CC3)C=3C=NC(=CC3)C(=O)NC